BrC1=CC=C2C(=CNC2=C1C1=NC=CC=N1)S(=O)(=O)NC1=NC(=C(C(=N1)OC)OCCF)OC 6-bromo-N-[5-(2-fluoroethoxy)-4,6-dimethoxy-pyrimidin-2-yl]-7-(2-pyrimidinyl)-1H-indole-3-sulfonic acid amide